4-(3-hydroxy-2,6-dimethylphenyl)-2-(hydroxymethyl)-9-methyl-7,9-dihydro-1,3,4,7,8,9-hexaazabenzo[cd]cyclopenta[f]azulen-6(4H)-one OC=1C(=C(C(=CC1)C)N1C=C2C(NC=3C(C4=C2C1=NC(=N4)CO)=CN(N3)C)=O)C